CC=1CC=2C(=C3CCCC3=CC2C1)C1=CC=CC=C1 6-methyl-4-phenyl-1,2,3,5-tetrahydro-s-indacene